N-(3-(5-(2-morpholinoethoxy)-1H-benzo[d]imidazol-2-yl)-1H-pyrazol-4-yl)-7H-pyrrolo[2,3-d]pyrimidin-4-amine O1CCN(CC1)CCOC1=CC2=C(NC(=N2)C2=NNC=C2NC=2C3=C(N=CN2)NC=C3)C=C1